NC=1N=C2N(C=C(C=C2)Br)C1 2-amino-6-bromoimidazo[1,2-a]pyridine